CN1CCN(CC1)C(=O)C1(CC1)C(=O)O 1-(4-methylpiperazine-1-carbonyl)cyclopropanecarboxylic acid